N-allyl-2,6-dihydroxy-N,3'-dimethyl-4-pentyl-[1,1'-biphenyl]-3-carboxamide C(C=C)N(C(=O)C=1C(=C(C(=CC1CCCCC)O)C1=CC(=CC=C1)C)O)C